5-azonia-spiro[4.5]decane C1CCC[N+]12CCCCC2